5-benzyl-2-[(2,4-dichlorophenyl)methylamino]-4H-[1,2,4]triazolo[1,5-a]pyrimidin-7-one C(C1=CC=CC=C1)C=1NC=2N(C(C1)=O)N=C(N2)NCC2=C(C=C(C=C2)Cl)Cl